2,2',5,5'-tetramethyl-4,4'-bis-(diphenylphosphino)-3,3'-bithiophene CC=1SC(=C(C1C1=C(SC(=C1P(C1=CC=CC=C1)C1=CC=CC=C1)C)C)P(C1=CC=CC=C1)C1=CC=CC=C1)C